CCCC(CCC)NC1=NN2C(C(=N1)N)=NC=C2CC=2C=NC(=C(C2)C)N2CCNCC2 N2-(Heptan-4-yl)-7-((5-methyl-6-(piperazin-1-yl)pyridin-3-yl)methyl)imidazo[2,1-f][1,2,4]triazin-2,4-diamin